methyl 2-(trans-4-aminocyclohexyl)acetate N[C@@H]1CC[C@H](CC1)CC(=O)OC